N-Boc-glycyl chloride C(=O)(OC(C)(C)C)NCC(=O)Cl